(S)-4-(4-((4-(((2-(2,6-dioxopiperidin-3-yl)-1-oxoisoindolin-4-yl)oxy)methyl)-3,5-difluorophenyl)thio)piperidin-1-yl)-3-fluorobenzonitrile O=C1NC(CC[C@@H]1N1C(C2=CC=CC(=C2C1)OCC1=C(C=C(C=C1F)SC1CCN(CC1)C1=C(C=C(C#N)C=C1)F)F)=O)=O